COC(=O)C1=CN=C2C(=N1)N(C(=N2)C2=NC(=CC=C2)OCC)C2=C(C=CC=C2OC)OC (2,6-Dimethoxyphenyl)-2-(6-ethoxypyridin-2-yl)-1H-imidazo[4,5-b]pyrazine-6-carboxylic acid methyl ester